4-nitrophenyl ((tert-butyldimethylsilyl)oxy)carbamate [Si](C)(C)(C(C)(C)C)ONC(OC1=CC=C(C=C1)[N+](=O)[O-])=O